C(C1=CC=CC=C1)OC(=O)N1CCN(CC1)CC1CCN(CC1)C=1OC(=CN1)C(=O)O 2-(4-((4-((benzyloxy)carbonyl)piperazin-1-yl)methyl)piperidin-1-yl)oxazole-5-carboxylic acid